6-[2-[[4-[5-(difluoromethyl)-1,3,4-oxadiazol-2-yl]-2-fluorophenyl]methyl]tetrazol-5-yl]isoquinolin-1-amine FC(C1=NN=C(O1)C1=CC(=C(C=C1)CN1N=C(N=N1)C=1C=C2C=CN=C(C2=CC1)N)F)F